C1(CC1)C(=O)N1CCC2=CC(=CC=C12)C=1N=C(SC1C)NC(CC1=CC(=CC=C1)OCCCCCNC1=C2C(N(C(C2=CC=C1)=O)C1C(NC(CC1)=O)=O)=O)=O N-(4-(1-(cyclopropanecarbonyl)indolin-5-yl)-5-methylthiazol-2-yl)-2-(3-(5-(2-(2,6-dioxopiperidin-3-yl)-1,3-dioxoisoindolin-4-ylamino)pentyloxy)phenyl)acetamide